OP(O)(=O)OP(=O)(O)O.N1=C(N)N=C(N)N=C1N.N1=C(N)N=C(N)N=C1N dimelamine pyrophosphate